3-ethyl-4-methyl-1H-pyrrole-2,5-dione C(C)C=1C(NC(C1C)=O)=O